FC1(C(C1)C1=CC(=NN1)NC([C@@H](C)C=1C=NN(C1)C1=CC(=CC(=C1)F)F)=O)F (S)-N-(5-(2,2-difluorocyclopropyl)-1H-pyrazol-3-yl)-2-(1-(3,5-difluorophenyl)-1H-pyrazol-4-yl)propanamide